[(4R,5R)-5-[(4R,5R)-5-(benzoyloxymethyl)-2,2-dimethyl-1,3-dioxolan-4-yl]-2,2-dimethyl-1,3-dioxolan-4-yl]methyl benzoate C(C1=CC=CC=C1)(=O)OC[C@H]1OC(O[C@H]1[C@@H]1OC(O[C@@H]1COC(C1=CC=CC=C1)=O)(C)C)(C)C